C(#N)N1CC(OCC1)C(=O)NC=1C=NC(=CC1)C1=CC=CC=C1 4-Cyano-N-(6-phenylpyridin-3-yl)morpholine-2-carboxamide